1-((3S,4R)-3-fluoro-4-((1-(2-hydroxy-2-methylpropyl)-6-((5-methylthiazol-2-yl)amino)-1H-pyrrolo[3,2-c]pyridin-4-yl)oxy)pyrrolidin-1-yl)prop-2-en-1-one F[C@H]1CN(C[C@H]1OC1=NC(=CC2=C1C=CN2CC(C)(C)O)NC=2SC(=CN2)C)C(C=C)=O